5-methoxypyrazolo[1,5-a]pyridine-3-carboxylic acid COC1=CC=2N(C=C1)N=CC2C(=O)O